COCOC1=CC=C(C=C1)C1=CC=C(C=C1)C#CC 3-(4'-(methoxymethoxy)-[1,1'-biphenyl]-4-yl)prop-2-yne